C(C)C1=NC=NC(=C1B1OC(C(O1)(C)C)(C)C)OC 4-ethyl-6-methoxy-5-(4,4,5,5-tetramethyl-1,3,2-dioxaborolan-2-yl)pyrimidine